CC1=CC=C(C=C1)C1=CC=C(C=C1)CNCCNS(=O)(=O)C=1C=2C=CN=CC2C=CC1 N-(2-(((4'-Methyl-[1,1'-biphenyl]-4-yl)methyl)amino)ethyl)isoquinoline-5-sulfonamide